OC1CC(NCC1)C 4-hydroxy-2-methylpiperidin